(P)-7-(4-(4-(aminomethyl)-1-oxo-1,2-dihydrophthalazin-6-yl)-1-methyl-1H-pyrazol-5-yl)-5-chloro-6-fluorochroman-8-carbonitrile NCC1=NNC(C2=CC=C(C=C12)C=1C=NN(C1C1=C(C(=C2CCCOC2=C1C#N)Cl)F)C)=O